1-dimethylamino-3-p-tolylbut-3-ene CN(CCC(=C)C1=CC=C(C=C1)C)C